methyl (S)-2-((tert-butoxycarbonyl)amino)-3-(3-methoxy-4-(1-methyl-2,4-dioxo-1,4-dihydropyrido[3,4-d]pyrimidin-3(2H)-yl)phenyl)propanoate C(C)(C)(C)OC(=O)N[C@H](C(=O)OC)CC1=CC(=C(C=C1)N1C(N(C2=C(C1=O)C=CN=C2)C)=O)OC